Cl.Cl.Cl.CN1N=C(C(=C1)C1=C(C(=C(C=C1)NC1C[C@@H]2[C@@H](CNC2)C1)F)F)C (3aR,5r,6aS)-N-(4-(1,3-dimethyl-1H-pyrazol-4-yl)-2,3-difluorophenyl)octahydrocyclopenta[c]Pyrrole-5-amine tri-hydrochloride